tert-butyl 4-[1-[1-[2-(2,6-dioxo-3-piperidyl)-4-fluoro-1-oxo-isoindolin-5-yl]-4-piperidyl]-1-methyl-ethyl]piperazine-1-carboxylate O=C1NC(CCC1N1C(C2=CC=C(C(=C2C1)F)N1CCC(CC1)C(C)(C)N1CCN(CC1)C(=O)OC(C)(C)C)=O)=O